oxopiperazinyl-aniline O=C1N(CCNC1)NC1=CC=CC=C1